N1=C(C=CC=C1)CNCC1=CC=C(C=C1)CN(C1CCCC=2C=CC=NC12)CC1=NNC=C1 N-(2-pyridinylmethyl)-N'-[3-pyrazolylmethyl]-N'-(5,6,7,8-tetrahydro-8-quinolinyl)-1,4-benzenedimethanamine